1,3,5,7-tetraoxaoctane OCOCOCOC